N-methyl-N-(4-chlorobenzyl)amine CNCC1=CC=C(C=C1)Cl